ClC1=CC(=C(COC=2C=C(C=CC2F)N2C(CN(CC2)C(=O)OC(C)(C)C)=O)C=C1)F tert-butyl 4-(3-((4-chloro-2-fluorobenzyl) oxy)-4-fluorophenyl)-3-oxopiperazine-1-carboxylate